8-(6-bromo-2-(pyridin-4-yl)pyrido[3,4-d]pyrimidin-4-yl)-2,8-diazaspiro[4.5]decane-2-carboxylic acid tert-butyl ester C(C)(C)(C)OC(=O)N1CC2(CC1)CCN(CC2)C=2C1=C(N=C(N2)C2=CC=NC=C2)C=NC(=C1)Br